(+)-α-tocopheryl acetate CC1=C(C(=C(C2=C1O[C@](CC2)(C)CCC[C@H](C)CCC[C@H](C)CCCC(C)C)C)OC(=O)C)C